NC1=CC=CC=C1.C[N+](C)(C)C tetramethylammonium aniline salt